trimethylbutylamine trifluoroacetate FC(C(=O)O)(F)F.CC(CCCN)(C)C